ClC1=C(C=O)C(=CC(=N1)N1[C@@H](COCC1)C)C1=C(C=NN1C)C (R)-2-chloro-4-(1,4-dimethyl-1H-pyrazol-5-yl)-6-(3-methylmorpholino)nicotinaldehyde